5-amino-2-bromoisonicotinic acid methyl ester COC(C1=CC(=NC=C1N)Br)=O